Imidazo[1,5-a]Pyridine-1-carboxylic acid methyl ester COC(=O)C=1N=CN2C1C=CC=C2